sodium potassium 2,2-diheptylmalonate C(CCCCCC)C(C(=O)[O-])(C(=O)[O-])CCCCCCC.[K+].[Na+]